6-benzyl 2-(tert-butyl) (4S,5S)-4-(((tert-butyldimethylsilyl)oxy)methyl)-2,6-diazaspiro[4.5]dec-8-ene-2,6-dicarboxylate [Si](C)(C)(C(C)(C)C)OC[C@H]1CN(C[C@@]12N(CC=CC2)C(=O)OCC2=CC=CC=C2)C(=O)OC(C)(C)C